(4R)-4-amino-2-oxo-pyrrolidin N[C@@H]1CC(NC1)=O